2-Fluoro-6-(1H-imidazol-1-yl)pyridine FC1=NC(=CC=C1)N1C=NC=C1